BrC1=CC=C2CN(C(C2=C1)=O)C(C=1NC=C(N1)C)C1=C(C=CC(=C1)F)OC 6-bromo-2-[(5-fluoro-2-methoxy-phenyl)-(4-methyl-1H-imidazol-2-yl)methyl]Isoindolin-1-one